6-(2-chloro-3,5-dimethoxyphenyl)-N-(4-(4-(dimethylamino)piperidin-1-yl)-2-fluorophenyl)-[1,2,4]triazolo[4',3':1,6]pyrido[2,3-d]pyrimidin-2-amine ClC1=C(C=C(C=C1OC)OC)C1=CC2=C(N=C(N=C2)NC2=C(C=C(C=C2)N2CCC(CC2)N(C)C)F)N2C1=NN=C2